1-(3,5-dichlorophenyl)-3-(2-methoxypyridin-4-yl)urea ClC=1C=C(C=C(C1)Cl)NC(=O)NC1=CC(=NC=C1)OC